cis-2-[2-(8-dimethylamino-2-oxo-8-phenyl-1,3-diazaspiro[4.5]decan-3-yl)-phenoxy]-acetic acid CN(C1(CCC2(CN(C(N2)=O)C2=C(OCC(=O)O)C=CC=C2)CC1)C1=CC=CC=C1)C